FC1(CCC(CC1)C1=NN(C(=C1)C(=O)N)C(C)C)F (4,4-difluorocyclohexyl)(1-isopropyl-1H-pyrazole-5-carboxamide)